aminopyrazolo[3,4-d]pyrimidine NC1=NNC2=NC=NC=C21